ClC1=C(C=CC=C1OC)C(=O)N1C[C@H]2COC(CN2CC1)C1=CC(=C(C=C1)F)C1=CN=CO1 (2-chloro-3-methoxyphenyl)((9aS)-3-(4-fluoro-3-(oxazol-5-yl)phenyl)hexahydropyrazino[2,1-c][1,4]oxazin-8(1H)-yl)methanone